FC=1C=CC2=C(N(C(=N2)C=2C(=NON2)N)CC2=CC=NC=C2)C1 4-[6-fluoro-1-(pyridin-4-ylmethyl)benzimidazol-2-yl]-1,2,5-oxadiazol-3-amine